Cl.Cl.N[C@H](C(=O)NC1=CC=C(C=C1)C1=C(C(=NC=C1)C)C)C(C1=CC=CC=C1)C1=CC=CC=C1 (S)-2-amino-N-(4-(2,3-dimethylpyridin-4-yl)phenyl)-3,3-diphenylpropanamide dihydrochloride